1-[4-(3-amino-1H-indazol-4-yl)phenyl]-3-(2-fluoro-5-methylphenyl)urea NC1=NNC2=CC=CC(=C12)C1=CC=C(C=C1)NC(=O)NC1=C(C=CC(=C1)C)F